2-amino-2-(2,5-difluorophenyl)ethanol NC(CO)C1=C(C=CC(=C1)F)F